N-methyl-imidazolesulfonamide CNS(=O)(=O)C=1NC=CN1